tris[4-(1,1-dimethylpropyl) phenyl] phosphite P(OC1=CC=C(C=C1)C(CC)(C)C)(OC1=CC=C(C=C1)C(CC)(C)C)OC1=CC=C(C=C1)C(CC)(C)C